C(CCCCCCCCCCCCCCCCC)NC(CCCCCCCCC(=O)NCCCCCCCCCCCCCCCCCC)=O N,N'-dioctadecyl-sebacamide